CC1=NN(C(=C1)C)C1=CC=C(C=C1)OC 3,5-dimethyl-1-(p-methoxyphenyl)-1H-pyrazole